tert-butyl (S)-4-(3-((4-chloro-2-fluorobenzyl)oxy)-4-fluorophenyl)-2-methylpiperazine-1-carboxylate ClC1=CC(=C(COC=2C=C(C=CC2F)N2C[C@@H](N(CC2)C(=O)OC(C)(C)C)C)C=C1)F